OC1=CC(=C(C=C1)NC1=NNC(=C1)C1=CC=C(C=C1)N1C(CC1)=O)C 1-(4-(3-((4-hydroxy-2-methylphenyl)amino)-1H-pyrazol-5-yl)phenyl)azetidin-2-one